ClC=1C=C(C=C(C1)Cl)SC=1N=NC=CC1C(=O)O 3-[(3,5-Dichlorophenyl)thio]pyridazine-4-carboxylic acid